3-fluoro-4-(((6-(piperidin-4-yl)pyridin-2-yl)amino)methyl)benzonitrile FC=1C=C(C#N)C=CC1CNC1=NC(=CC=C1)C1CCNCC1